BrC1=C2C=CN(C2=C(C(=C1)Cl)Cl)CCN 2-(4-bromo-6,7-dichloro-indol-1-yl)ethanamine